NCCCC[C@@H](C(COC1=NOC=C1)=O)NC(C(C)(C)OC)=O (S)-N-(7-amino-1-(isoxazol-3-yloxy)-2-oxohept-3-yl)-2-methoxy-2-methylpropanamide